Cyanotin C(#N)[Sn]